C(OC1=CC(=CC=2C(COC21)(C)C)C=O)([2H])([2H])[2H] 7-(methoxy-d3)-3,3-dimethyl-2,3-dihydrobenzofuran-5-carbaldehyde